The molecule is a hexadienedioic acid compound having a 2-hydroxy substituent and with configuration (2Z,4E). It is a hexadienedioic acid and a 2-hydroxydicarboxylic acid. It derives from a muconic acid. It is a conjugate acid of a (2Z,4E)-2-hydroxymuconate(2-). C(=C/C(=O)O)\\C=C(\\C(=O)O)/O